[N+](=O)([O-])C=1C=C(COC2=CC=C(OCCOCCNC3CCCC3)C=C2)C=CC1 N-(2-(2-(4-((3-nitrobenzyl)oxy)phenoxy)ethoxy)ethyl)cyclopentylamine